ethyl-guanosine C(C)[C@@]1([C@H](O)[C@H](O)[C@@H](CO)O1)N1C=NC=2C(=O)NC(N)=NC12